2-(3-bromophenyl)-5-methyl-1,3-oxazole BrC=1C=C(C=CC1)C=1OC(=CN1)C